(E)-3-(3-(2-cyclopropyl-6-(trifluoromethyl)pyridin-4-yl)-1H-1,2,4-triazol-1-yl)-2-(4-(Cyclopropylsulfonyl)phenyl)acrylamide C1(CC1)C1=NC(=CC(=C1)C1=NN(C=N1)/C=C(/C(=O)N)\C1=CC=C(C=C1)S(=O)(=O)C1CC1)C(F)(F)F